6H-benzimidazolo[1,2-a]benzimidazole C1=CC=CC2=C1N1C(NC3=C1C=CC=C3)=N2